sec.-butyl chloroformate ClC(=O)OC(C)CC